C(C=C)N1N(C2=NC(=NC=C2C1=O)NC=1C=CC2=C(N=CS2)C1)C1=CC=CC(=N1)OC1CCN(CC1)C(=O)OC(C)(C)C tert-butyl 4-((6-(2-allyl-6-(benzo[d]thiazol-5-ylamino)-3-oxo-2,3-dihydro-1H-pyrazolo[3,4-d]pyrimidin-1-yl)pyridin-2-yl)oxy)piperidine-1-carboxylate